7-((1H-Imidazol-1-yl)methyl)-5-(1-methyl-3-(trifluoromethyl)-1H-pyrazol-4-yl)-1-oxo-3,4-dihydroisoquinolin N1(C=NC=C1)CC1=CC(=C2CCNC(C2=C1)=O)C=1C(=NN(C1)C)C(F)(F)F